[Na+].P(=O)(OCCCCCCCCCCCC)([O-])[O-].[Na+] mono-dodecyl phosphate sodium salt